5-(4-chlorostyryl)-1H-1,2,3-triazole-4-carboxylic acid ClC1=CC=C(C=CC2=C(N=NN2)C(=O)O)C=C1